6-bromo-7-iodoisoquinoline-3-carbaldehyde BrC=1C=C2C=C(N=CC2=CC1I)C=O